O[B-]1([C@H]2C[C@H]2C2=CC=C(C(=C2O1)C(=O)O)OC1CN(C1)C([C@@H](N)CO)=O)O (2R,4S)-5,5-dihydroxy-9-(1-L-serylazetidin-3-yl)oxy-6-oxa-5-boranuidatricyclo[5.4.0.02,4]undeca-1(11),7,9-triene-8-carboxylic acid